N-{4-[(4'-methylbiphenyl-4-yl)oxy]-tetrahydrofuran-3-yl}propane-2-sulfonamide CC1=CC=C(C=C1)C1=CC=C(C=C1)OC1C(COC1)NS(=O)(=O)C(C)C